(5-chloro-4-((1-(methylsulfonyl)indolin-7-yl)amino)pyrimidin-2-yl)ammonia ClC=1C(=NC(=NC1)N)NC=1C=CC=C2CCN(C12)S(=O)(=O)C